C12(CC(C1)C2)NC2=NC=CC(=N2)C2=CC=CC=C2 N-(bicyclo[1.1.1]pentan-1-yl)-4-phenylpyrimidin-2-amine